FC=1C=C(C=CC1)NS(=O)(=O)C1=CNC(=C1)C1=NC=CC=C1 N-(3-fluorophenyl)-5-(2-pyridyl)-1H-pyrrole-3-sulfonamide